(E)-1-(4-bromostyryl)isoquinoline tert-butyl-(1-(5-(2-(2,6-dimethylpyridin-4-yl)-3-methyl-1H-indol-6-yl)pyridin-2-yl)piperidin-4-yl)carbamate C(C)(C)(C)N(C(O)=O)C1CCN(CC1)C1=NC=C(C=C1)C1=CC=C2C(=C(NC2=C1)C1=CC(=NC(=C1)C)C)C.BrC1=CC=C(/C=C/C2=NC=CC3=CC=CC=C23)C=C1